arginine amide N[C@@H](CCCNC(N)=N)C(=O)N